O1C(=NC2=C1C=CC=C2)C2=C1C=C(N=CC1=C(N=C2)NC([2H])([2H])[2H])NC(C)=O N-(5-(benzo[d]oxazol-2-yl)-8-((methyl-d3)amino)-2,7-naphthyridin-3-yl)acetamide